C(C)(C)(C)C1=CC=C(C(=N1)F)C(=O)NS(=O)(=O)C1=CC=CC(=N1)NC(CC[C@H]1CC(N(C1)C(=O)OC(C)(C)C)(C)C)C(=O)OC tert-butyl (4S)-4-[3-[[6-[(6-tert-butyl-2-fluoro-pyridine-3-carbonyl)sulfamoyl]-2-pyridyl]amino]-4-methoxy-4-oxo-butyl]-2,2-dimethyl-pyrrolidine-1-carboxylate